9α-hydroxy-androsta-4-ene-3,17-dione O[C@@]12[C@]3(CCC(C=C3CC[C@H]1[C@@H]1CCC([C@@]1(C)CC2)=O)=O)C